4-methyl-benzylidenecamphor CC1=CC=C(C=C2C(C3(CCC2C3(C)C)C)=O)C=C1